3-[5-(methylcarbamoyl)thiophen-2-yl]propanoate CNC(=O)C1=CC=C(S1)CCC(=O)[O-]